ClC1=C(C=CC(=C1)Cl)[C@H](C(F)(F)F)NC(=O)C=1C=C2CN(C(C2=CC1)=O)C1C(NC(CC1)=O)=O N-((R)-1-(2,4-dichlorophenyl)-2,2,2-trifluoroethyl)-2-(2,6-dioxopiperidin-3-yl)-1-oxoisoindoline-5-carboxamide